OCC(=O)N1CCN(CC1)CC#CC=1C=CC(=[N+](C1)[O-])[C@H](C)OC 5-(3-(4-(2-hydroxyacetyl)piperazin-1-yl)prop-1-yn-1-yl)-2-((S)-1-methoxyethyl)pyridine-1-oxide